3-fluoro-5-(2H-1,2,3-triazol-2-yl)-4-[[4-[(trifluoromethyl)thio]phenyl]methyl]pyridine FC=1C=NC=C(C1CC1=CC=C(C=C1)SC(F)(F)F)N1N=CC=N1